tert-Butyl N-[5-(hydroxymethyl)pyridazin-3-yl]carbamate OCC=1C=C(N=NC1)NC(OC(C)(C)C)=O